N,N-Dimethyl-4-[3-[(1R)-1-[[2-methyl-5-(4-methylpiperazin-1-yl)benzoyl]amino]ethyl]phenyl]thiophene-2-carboxamide CN(C(=O)C=1SC=C(C1)C1=CC(=CC=C1)[C@@H](C)NC(C1=C(C=CC(=C1)N1CCN(CC1)C)C)=O)C